6-(6-cyclopropyl-7-(2,2,2-trifluoroethoxy)imidazo[1,2-a]pyridin-3-yl)-N-((3S,4S)-4-fluoropyrrolidin-3-yl)pyridin-2-amine C1(CC1)C=1C(=CC=2N(C1)C(=CN2)C2=CC=CC(=N2)N[C@H]2CNC[C@@H]2F)OCC(F)(F)F